FC(N1N=C(C(=C1)C(=O)N[C@H]1C[C@H](CCC1)NC1=CC(=NC2=CC=C(C=C12)F)C(F)(F)F)C(F)F)F 1,3-bis(difluoromethyl)-N-[(1R,3S)-3-{[6-fluoro-2-(trifluoromethyl)quinolin-4-yl]amino}cyclohexyl]-1H-pyrazole-4-carboxamide